BrC1=CC=C(C=C1)C#CC(=O)N1CCN(CC1)C(=O)OC(C)(C)C Tert-butyl 4-(3-(4-bromophenyl)propioloyl)piperazine-1-carboxylate